CN1CCN(CC1)C(=O)C=1C=C(C=CC1)C1=CC=C2CC3(C(NC2=C1)=O)CN(CC3)C#N 7'-(3-(4-Methylpiperazine-1-carbonyl)phenyl)-2'-oxo-1',4'-dihydro-2'H-spiro[pyrrolidine-3,3'-quinoline]-1-carbonitrile